C(C)(C)(C)OC(=O)NC(CCNCCCCNCCC(CC)(CC)NC(OC(C)(C)C)=O)(CC)CC tert-butyl N-(1-{[4-({3-[(tert-butoxy carbonyl)amino]-3-ethylpentyl} amino)butyl]amino}-3-ethylpentan-3-yl)carbamate